5-(difluoro(phenyl)methyl)-1,3,4-oxadiazol-2-carboxylic acid FC(C1=NN=C(O1)C(=O)O)(C1=CC=CC=C1)F